(S)-1-(3,4-dihydro-1H-[1,4]oxazino[4,3-b]indazol-1-yl)-N-methylmethanamine tosylate S(=O)(=O)(O)C1=CC=C(C)C=C1.[C@H]1(OCCN2N=C3C=CC=CC3=C21)CNC